Tert-Butyl 4-[[3-cyclopropyl-2-(trifluoromethyl)phenyl]methyl]-3-oxopiperazine-1-carboxylate C1(CC1)C=1C(=C(C=CC1)CN1C(CN(CC1)C(=O)OC(C)(C)C)=O)C(F)(F)F